[Na].C(C(=C)C)(=O)OCCOC1=CC=C(C=C1)C(C)(C)C1=CC=C(C=C1)OCCOC(C(=C)C)=O 2,2-bis[4-(methacryloyloxyethoxy)phenyl]propane sodium